O1CCCC2=CC(=CC=C12)C1=CNC2=NC=C(C=C21)C=2C=NN1C2CN(CC1)C 3-(3-(chroman-6-yl)-1H-pyrrolo[2,3-b]pyridin-5-yl)-5-methyl-4,5,6,7-tetrahydropyrazolo[1,5-a]pyrazine